2,6-dimethoxy-4-[7-(3-methylisoxazol-5-yl)imidazo[1,2-a]pyridin-3-yl]-N-(2,2,2-trifluoroethyl)benzamide COC1=C(C(=O)NCC(F)(F)F)C(=CC(=C1)C1=CN=C2N1C=CC(=C2)C2=CC(=NO2)C)OC